4-((4-(3-phenylisooxazolidin-2-yl)-5-(trifluoromethyl)pyrimidin-2-yl)amino)benzenesulfonyl fluoride C1(=CC=CC=C1)C1N(OCC1)C1=NC(=NC=C1C(F)(F)F)NC1=CC=C(C=C1)S(=O)(=O)F